C(C1CO1)OC1=C(C=CC=C1)N(CC1CO1)CC1CO1 (glycidoxyphenyl)diglycidyl-amine